BrC=1C=C(C(N(C1)C)=O)NC1=NOC(=C1)C 5-bromo-1-methyl-3-(5-methylisoxazol-3-ylamino)pyridine-2(1H)-one